BrCCCOC1=C(C=CC=C1)S(=O)(=O)NCCCC1=NNC2=CC=C(C=C12)Cl (bromopropoxy)-N-(3-(5-chloro-1H-indazol-3-yl)propyl)benzenesulfonamide